1-ethyl-3-methylene-2-pyrrolidone C(C)N1C(C(CC1)=C)=O